5-[4-[2-(cyclopentyloxy)-3-pyridinyl]-N-ethyl-2,6-difluoro-anilino]pentanoic acid C1(CCCC1)OC1=NC=CC=C1C1=CC(=C(N(CC)CCCCC(=O)O)C(=C1)F)F